C(C)(C)N1N=C(C=C1[C@@H]1C[C@H](CC1)N1CCC2(CS(C2)(=O)=O)CC1)C1=NC(=CC=C1)C(F)(F)F 7-((1S,3S)-3-(1-isopropyl-3-(6-(trifluoromethyl)pyridin-2-yl)-1H-pyrazol-5-yl)cyclopentyl)-2-thia-7-azaspiro[3.5]nonane 2,2-dioxide